1-cyclobutyl-N-((2-(6-cyclopropyl-4-(4-fluoro-2-(4-methyl-4H-1,2,4-triazol-3-yl)phenyl)pyridin-2-yl)-7-methylbenzo[d]oxazol-5-yl)methyl)methylamine C1(CCC1)CNCC=1C=C(C2=C(N=C(O2)C2=NC(=CC(=C2)C2=C(C=C(C=C2)F)C2=NN=CN2C)C2CC2)C1)C